2-chloro-9-(hexahydro-1H-cyclopenta[c]furan-5-yl)-7-methyl-7,9-dihydro-8H-purin-8-one ClC1=NC=C2N(C(N(C2=N1)C1CC2C(COC2)C1)=O)C